N-methyl-methyl-2-piperidone CN1C(C(CCC1)C)=O